BrC1=C(C=C2C3(C(N(C2=C1)C(=O)OC(C)(C)C)=O)CC3)F tert-butyl 6'-bromo-5'-fluoro-2'-oxospiro[cyclopropane-1,3'-indoline]-1'-carboxylate